6-Methoxy-2-((1r,4r)-4-(2-oxopyridin-1(2H)-yl)cyclohexyl)-2H-indazole-5-carboxylic acid methyl ester COC(=O)C1=CC2=CN(N=C2C=C1OC)C1CCC(CC1)N1C(C=CC=C1)=O